2-((5-(2-(9H-carbazol-9-yl)ethyl)-1,3,4-oxadiazol-2-yl)thio)-N-phenylacetamide C1=CC=CC=2C3=CC=CC=C3N(C12)CCC1=NN=C(O1)SCC(=O)NC1=CC=CC=C1